BrC1=C(C(=CC(=C1)F)Br)F 1,3-dibromo-2,5-difluorobenzene